O1COC=2C=CC=3CCO[C@H](C3C21)CN (R)-(6,9-dihydro-7H-[1,3]dioxolo[4,5-H]isochromen-9-yl)methylamine